(2S,3R,4R,5R)-5-(((4-(Dimethyl amino)butanoyl)oxy)methyl)tetrahydrofuran-2,3,4-triyl trioleate C(CCCCCCC\C=C/CCCCCCCC)(=O)O[C@@H]1O[C@@H]([C@H]([C@H]1OC(CCCCCCC\C=C/CCCCCCCC)=O)OC(CCCCCCC\C=C/CCCCCCCC)=O)COC(CCCN(C)C)=O